FC=1C(=CC(=NC1)OC)C1=CC(=NN1)C(=O)N1[C@H]2C[C@H]([C@@H](C1)C2)C(=O)NC2CCC(CC2)(C(F)(F)F)O (1r,4s,5r)-2-[5-(5-fluoro-2-methoxypyridin-4-yl)-1H-pyrazole-3-carbonyl]-N-[(1r,4r)-4-hydroxy-4-(trifluoromethyl)cyclohexyl]-2-azabicyclo[2.2.1]heptane-5-carboxamide